C(CCC)N(C1=NC(=NC(=N1)S)S)CCCC 2-di-n-butylamino-4,6-dimercaptos-triazine